C(C)(C)(C)C1=CC(=C(C=C1)C1=CC(C(=C(N1)C)C(C)C)=O)C 6-(4-tert-butyl-2-methyl-phenyl)-3-isopropyl-2-methyl-1H-pyridin-4-one